hydrazine-1-carboximidamide tosylate S(=O)(=O)(O)C1=CC=C(C)C=C1.N(N)C(N)=N